O1C(COCC1)COC=1N=C(C2=C(N1)CN(CC2)C2=CC=CC1=CC=C(C(=C21)Cl)F)N2C[C@@H](N(CC2)C(C(=C)F)=O)CC#N 2-((2S)-4-(2-((1,4-dioxan-2-yl)methoxy)-7-(8-chloro-7-fluoronaphthalen-1-yl)-5,6,7,8-tetrahydropyrido[3,4-d]pyrimidin-4-yl)-1-(2-fluoroacryloyl)piperazin-2-yl)acetonitrile